CN(C1CCC(CC1)C1(CC=2C=C3CCNC(C3=C(C2O1)C)=O)C)C 2-(4-(Dimethylamino)cyclohexyl)-2,9-dimethyl-2,3,6,7-tetrahydrofurano[3,2-g]isoquinolin-8(5H)-one